(S)-6-(4-((4-(2-(6,6-dimethyl-4,5,6,7-tetrahydro-1H-indazol-3-yl)-1H-indole-6-carbonyl)piperazin-1-yl)methyl)piperidin-1-yl)-N-(2,6-dioxopiperidin-3-yl)nicotinamide CC1(CCC=2C(=NNC2C1)C=1NC2=CC(=CC=C2C1)C(=O)N1CCN(CC1)CC1CCN(CC1)C1=NC=C(C(=O)N[C@@H]2C(NC(CC2)=O)=O)C=C1)C